3-(6-Aminopyridin-3-yl)-N-butylbenzamide NC1=CC=C(C=N1)C=1C=C(C(=O)NCCCC)C=CC1